(S)-1-(2-methoxyethyl)-3-(1-(7-(8-methylnaphthalen-1-yl)-2-((1-methylpyrrolidin-2-yl)methoxy)-5,6,7,8-tetrahydropyrido[3,4-d]Pyrimidin-4-yl)piperidin-4-yl)thiourea COCCNC(=S)NC1CCN(CC1)C=1C2=C(N=C(N1)OC[C@H]1N(CCC1)C)CN(CC2)C2=CC=CC1=CC=CC(=C21)C